C(C)C=1C(=CC=C2C=C(C=C(C12)C1=C(C=C2C(=NC(=NC2=C1F)S(=O)C)N1CC2CCC(C1)N2C(=O)[O-])F)OCOC)F 3-(7-(8-ethyl-7-fluoro-3-(methoxymethoxy)naphthalen-1-yl)-6,8-difluoro-2-(methylsulfinyl)quinazolin-4-yl)-3,8-diazabicyclo[3.2.1]octane-8-carboxylate